COC1CCN(CC1)C1(CC=2C(NC(=NC2CC1)C)=O)C 6-(4-methoxy-1-piperidyl)-2,6-di(methyl)-3,5,7,8-tetrahydroquinazolin-4-one